Cl.NC1CC2CCC(C1)N2C(=O)C=2OC(=C(N2)C2=CC(=C(C#N)C=C2)F)C2=CC1=C(C(=NO1)C)C=C2F 4-(2-(3-amino-8-azabicyclo[3.2.1]octane-8-carbonyl)-5-(5-fluoro-3-methylbenzo[d]isoxazol-6-yl)oxazol-4-yl)-2-fluorobenzonitrile hydrochloride